6-((1-((1-(2-Aminoethoxy)-2-methylpropan-2-yl)sulfonyl)cyclopropyl)methyl)-N-(4-chlorobenzyl)-1-methyl-7-oxo-4,5,6,7-tetrahydro-1H-pyrazolo[3,4-c]pyridine-3-carboxamide NCCOCC(C)(C)S(=O)(=O)C1(CC1)CN1C(C2=C(CC1)C(=NN2C)C(=O)NCC2=CC=C(C=C2)Cl)=O